FC1=C(C=C(C=C1)N(C(=O)C=1C=CC=2N(C1)C(=CN2)C=2C=CC(=NC2)NC(OC)=O)CS(=O)(=O)C)OC methyl N-[5-[6-[(4-fluoro-3-methoxy-phenyl)-(methylsulfonylmethyl)carbamoyl]imidazo[1,2-a]pyridin-3-yl]-2-pyridyl]carbamate